3-((5-(5-(difluoromethyl)-1,3,4-oxadiazole-2-yl)pyridine-2-yl)methyl)-6-(piperidine-4-yl)benzo[d]oxazole-2(3H)-one FC(C1=NN=C(O1)C=1C=CC(=NC1)CN1C(OC2=C1C=CC(=C2)C2CCNCC2)=O)F